2-(4-chlorobutyl)-4-(4-((tetrahydro-2H-pyran-2-yl)oxy)phenyl)pyridazin-3(2H)-one ClCCCCN1N=CC=C(C1=O)C1=CC=C(C=C1)OC1OCCCC1